Cl.Cl.N[C@@H]1CN(C[C@@H](C1)C)C1=C(C=NC=C1)NC(=O)C=1C(=C(C(=CC1)F)C1=C(C=C(C=C1F)N1CCC(CC1)=O)F)F N-(4-((3S,5R)-3-amino-5-methylpiperidin-1-yl)pyridin-3-yl)-2,2',6,6'-tetrafluoro-4'-(4-oxopiperidin-1-yl)-[1,1'-biphenyl]-3-carboxamide dihydrochloride